3-fluoro-2-methyl-benzoic acid FC=1C(=C(C(=O)O)C=CC1)C